2-[(5-Phenyl-1,3-oxazol-2-yl)amino]benzonitrile C1(=CC=CC=C1)C1=CN=C(O1)NC1=C(C#N)C=CC=C1